CC1(OC2=C([C@@H]3C=C(CC[C@@H]13)C)C(=C(C(=C2)CCC(CC)C)C(=O)O)OC2O[C@@H]([C@H]([C@@H]([C@H]2CO)O)O)O)C (6aR,10aR)-6,6,9-trimethyl-3-(3-methylpentyl)-1-{[(3R,4R,5S,6S)-4,5,6-trihydroxy-3-(hydroxymethyl)oxan-2-yl]oxy}-6H,6aH,7H,8H,10aH-benzo[c]isochromene-2-carboxylic acid